Ethyl 1-[3-fluoro-5-(trifluoromethyl)pyridin-2-yl]piperidine-4-carboxylate FC=1C(=NC=C(C1)C(F)(F)F)N1CCC(CC1)C(=O)OCC